tert-Butyl-4-(2-(2,6-dioxopiperidin-3-yl)-1-oxo-1,2-dihydrophthalazin-6-yl)piperazine C(C)(C)(C)N1CCN(CC1)C=1C=C2C=NN(C(C2=CC1)=O)C1C(NC(CC1)=O)=O